2-ethynyl-N-(4-(pyridin-3-yl)benzyl)thiazole-4-carboxamide C(#C)C=1SC=C(N1)C(=O)NCC1=CC=C(C=C1)C=1C=NC=CC1